(R)-N-(5-(3-((tert-butyldimethylsilyl)oxy)pyrrolidin-1-yl)-2-morpholinothiazolo[4,5-b]pyridin-6-yl)-2-(2-methylpyridin-4-yl)oxazole-4-carboxamide [Si](C)(C)(C(C)(C)C)O[C@H]1CN(CC1)C1=C(C=C2C(=N1)N=C(S2)N2CCOCC2)NC(=O)C=2N=C(OC2)C2=CC(=NC=C2)C